(S)-2-amino-3-(4-(2-aminoethoxy)phenyl)propanoic acid N[C@H](C(=O)O)CC1=CC=C(C=C1)OCCN